The molecule is an arsenate ion resulting from the removal of two protons from arsenic acid. It is a conjugate base of an arsenate(1-). It is a conjugate acid of an arsenate(3-). O[As](=O)([O-])[O-]